(1S,2S)-N-(6-bromo-8-chloro-3-isoquinolinyl)-2-fluoro-cyclopropanecarboxamide BrC=1C=C2C=C(N=CC2=C(C1)Cl)NC(=O)[C@H]1[C@H](C1)F